1-[(2R,4S)-4-[4-Amino-5-[2-(4,6-difluoro-1-methyl-1,3-benzodiazol-5-yl)ethynyl]pyrrolo[2,3-d]pyrimidin-7-yl]-2-(methoxymethyl)pyrrolidin-1-yl]prop-2-en-1-one NC=1C2=C(N=CN1)N(C=C2C#CC2=C(C1=C(N(C=N1)C)C=C2F)F)[C@H]2C[C@@H](N(C2)C(C=C)=O)COC